NC=1C=CC(=C(COC2=C(C=C(C=C2Cl)C[C@@H](C(=O)O)NC(=O)OC(C)(C)C)Cl)C1)OCC1=CC2=CC=CC=C2C=C1 (S)-3-(4-((5-amino-2-(naphthalene-2-ylmethoxy)benzyl)oxy)-3,5-dichlorophenyl)-2-((tert-butoxycarbonyl)amino)propionic acid